ClC1=C(C=C2C(=C(N(C2=C1F)C)C1=NNC(=N1)C(CO)(F)F)C=1C=NNC1)OC 2-(3-(6-chloro-7-fluoro-5-methoxy-1-methyl-3-(1H-pyrazol-4-yl)-1H-indol-2-yl)-1H-1,2,4-triazol-5-yl)-2,2-difluoroethan-1-ol